(S)-1-(((1r,4S)-4-(5-(imidazo[1,2-b]pyridazin-3-ylcarbamoyl)-6-methoxy-2H-indazol-2-yl)cyclohexyl)(methyl)amino)-1-oxopropan-2-yl acetate C(C)(=O)O[C@H](C(=O)N(C)C1CCC(CC1)N1N=C2C=C(C(=CC2=C1)C(NC1=CN=C2N1N=CC=C2)=O)OC)C